3-hydrazinylpiperidine-1-carboxylic acid tert-butyl ester C(C)(C)(C)OC(=O)N1CC(CCC1)NN